CNC(CC1=CC=C(C=C1)C1=NC=CC=C1)=O N-methyl-2-[4-(2-pyridinyl)phenyl]acetamid